Cl.NC(C(=O)O)CCCC aminocaproate hydrochloride